C1(=CC=CC=C1)C(C1=CC=CC=C1)=NC=1C=C(C(=O)OC)C(=CN1)OC methyl 2-((diphenylmethylene)amino)-5-methoxyisonicotinate